BrCC\C=C\CCCCCCCCCC(OCCCCC)OCCCCC (3E)-1-bromo-14,14-dipentyloxy-3-tetradecene